CN(C1=CC=C(N=N1)C=1C=C2C=C(C=NC2=CC1O)O)C1CC(NC(C1)(C)C)(C)C 6-(6-(methyl(2,2,6,6-tetramethylpiperidin-4-yl)amino)pyridazin-3-yl)quinoline-3,7-diol